C(C)(C)(C)OC(=O)C1=C(C=CC(=N1)N1CC2=C(C=CC=C2CC1)C(=O)OC)C=1C=NN(C1C)CC1CCCCC1 methyl 2-[6-tert-butoxycarbonyl-5-[1-(cyclohexylmethyl)-5-methyl-pyrazol-4-yl]-2-pyridyl]-3,4-dihydro-1H-isoquinoline-8-carboxylate